NC([C@H](C[C@H]1C(NCCC1)=O)NC(=O)C1N(CC2(CC(C2)(F)F)C1)C(=O)C=1NC2=C(C=CC=C2C1)Cl)=O N-((S)-1-amino-1-oxo-3-((S)-2-oxopiperidin-3-yl)propan-2-yl)-6-(7-chloro-1H-indole-2-carbonyl)-2,2-difluoro-6-azaspiro[3.4]octane-7-carboxamide